{6-[(4-fluoro-3,4,5,6-tetrahydro-2H-pyran-4-yl)methyl]-5,6,7,8-tetrahydro-1H-pyrrolo[2,3-g]isoquinolin-2-yl}methanone FC1(CCOCC1)CN1CC=2C=C3C(=CC2CC1)NC(=C3)C=O